2'-chloro-5'-(difluoromethoxy)-6-methyl-(4,4'-bipyridine)-3-carboxamide ClC1=NC=C(C(=C1)C1=C(C=NC(=C1)C)C(=O)N)OC(F)F